FC(C(=O)O)(F)F.N[C@H](C(=O)NCCCCCOC1=CC=C(C=C1)NC(=O)C1=CC=C(CN(C(=O)C=2C=CC3=C(OCC(N3)=O)C2)C2CC2)C=C1)CC=1N=CSC1 (S)-N-(4-((4-((5-(2-amino-3-(thiazol-4-yl)propanamido)pentyl)oxy)phenyl)carbamoyl)benzyl)-N-cyclopropyl-3-oxo-3,4-dihydro-2H-benzo[b][1,4]oxazine-7-carboxamide 2,2,2-trifluoroacetate